OC=1C=C(C=CC1O)/C=C/C(=O)OC1C(CC(CC1O)(C(=O)O)O)O 4-{[(2E)-3-(3,4-dihydroxyphenyl)prop-2-enoyl]oxy}-1,3,5-trihydroxycyclohexanecarboxylic acid